COC(COC)C (2-methoxypropoxy)methane